butyl (2-(2-oxo-2-(4-(trifluoromethyl)phenyl)ethoxy)ethyl)carbamate O=C(COCCNC(OCCCC)=O)C1=CC=C(C=C1)C(F)(F)F